Methyl O-(tert-butyldimethylsilyl)-N-(2-(4-((6-chlorohexanamido)methyl)phenyl) thiazole-4-carbonyl)-L-serinate [Si](C)(C)(C(C)(C)C)OC[C@H](NC(=O)C=1N=C(SC1)C1=CC=C(C=C1)CNC(CCCCCCl)=O)C(=O)OC